3-methyl-5-nitrobenzo[d]oxazol CN1COC2=C1C=C(C=C2)[N+](=O)[O-]